CSCCNC(O)=O.S(=O)(=O)(C1=CC=C(C)C=C1)S(=O)(=O)O tosyl-sulfonate 2-methylthioethyl-carbamate